2-chloro-5-iodo-benzenesulfonamide ClC1=C(C=C(C=C1)I)S(=O)(=O)N